C(CCCO)CCCO ω-heptanediol